C1=CC=CC=2C3=CC=CC=C3C(C12)COC(=O)N[C@H](C(=O)N[C@H](C(=O)OC(C)(C)C)CCC(C=[N+]=[N-])=O)CC1=CC(=CC=C1)F tert-Butyl (S)-2-((S)-2-((((9H-fluoren-9-yl)methoxy)carbonyl)amino)-3-(3-fluorophenyl)propanamido)-6-diazo-5-oxohexanoate